1,4-Benzenedimethanamine C1(=CC=C(C=C1)CN)CN